5,6-difluoro-3-(6-hydroxy-3-oxo-2,3-dihydro-1H-isoindol-1-yl)-1H-indole-2-carbaldehyde FC=1C=C2C(=C(NC2=CC1F)C=O)C1NC(C2=CC=C(C=C12)O)=O